ClC1=C(C#N)C=CC(=C1)N1C(C2(CC1)CCN(CC2)C(C2=CC=C(C=C2)N2CCN(CC2)CC2CN(C2)C=2C=C1C(N(C(C1=CC2)=O)C2C(NC(CC2)=O)=O)=O)=O)C 2-chloro-4-(8-(4-(4-((1-(2-(2,6-dioxopiperidin-3-yl)-1,3-dioxoisoindolin-5-yl)azetidin-3-yl)methyl)piperazin-1-yl)benzoyl)-1-methyl-2,8-diazaspiro[4.5]decan-2-yl)benzonitrile